3-({3-[(2R)-2-(4-chlorophenyl)-2-hydroxy(2-2H)ethyl]-1,2,4-oxadiazol-5-yl}methyl)-5-methyl-1H-pyrimidine-2,4-dione ClC1=CC=C(C=C1)[C@](CC1=NOC(=N1)CN1C(NC=C(C1=O)C)=O)([2H])O